NCCSSCCN cystamine